Methyl 6-((4-methoxybenzyl)amino)imidazo[1,5-a]pyrido[3,2-e]pyrazine-2-carboxylate COC1=CC=C(CNC=2C=3N(C4=C(N2)C=CC(=N4)C(=O)OC)C=NC3)C=C1